tris(2-(2-methyl-4-morpholinyl)ethyl)amine CC1CN(CCO1)CCN(CCN1CC(OCC1)C)CCN1CC(OCC1)C